(S)-N-(1-(benzyloxy)-3-(phenylamino)propan-2-yl)-5-bromo-4-chloro-2-fluorobenzenesulfonamide C(C1=CC=CC=C1)OC[C@H](CNC1=CC=CC=C1)NS(=O)(=O)C1=C(C=C(C(=C1)Br)Cl)F